N1(N=NN=C1)C1=NC=CC(=C1)O 2-(1H-tetrazol-1-yl)pyridin-4-ol